(4-amino-5-((trimethylsilyl)ethynyl)-7H-pyrrolo[2,3-d]pyrimidin-7-yl)cyclohexan-1-one NC=1C2=C(N=CN1)N(C=C2C#C[Si](C)(C)C)C2C(CCCC2)=O